N[C@H](C(=O)N1[C@@H](C[C@H](C1)O)C(=O)NCC1=CC=C(C=C1)C#C)C(C)(C)C (2S,4R)-1-[(2S)-2-amino-3,3-dimethyl-butanoyl]-N-[(4-ethynylphenyl)methyl]-4-hydroxy-pyrrolidine-2-carboxamide